C(#N)C1=C(C=C(C=C1)N1C(OC(C1)C(=O)NC=1C=NC=CC1)C(F)(F)F)C(F)(F)F 3-(4-Cyano-3-(trifluoromethyl)phenyl)-N-(pyridin-3-yl)-2-(trifluoromethyl)oxazolidin-5-carboxamid